OCCOC1=CC(=NC=C1)C=1N=C(C2=C(N1)CCC2(C)C)N(CC(=O)NC=2C=NC(=CC2)C)C 2-([2-[4-(2-hydroxyethoxy)pyridin-2-yl]-5,5-dimethyl-6H,7H-cyclopenta[d]pyrimidin-4-yl](methyl)amino)-N-(6-methylpyridin-3-yl)acetamide